N1=C(C=CC=C1)CNC(=O)[C@@H]1CN(CC[C@H]1NC(=O)C1=NOC(=C1)C1=C(C=C(C=C1)F)F)C1CCCCC1 |o1:10,15| (3R*,4R*)-1-Cyclohexyl-4-{[5-(2,4-difluoro-phenyl)-isoxazole-3-carbonyl]-amino}-piperidine-3-carboxylic acid (pyridin-2-ylmethyl)-amide